(trans)-N1-((1R,2S)-2-(naphthalen-2-yl)cyclopropyl)cyclohexane-1,4-diamine C1=C(C=CC2=CC=CC=C12)[C@H]1[C@@H](C1)N[C@@H]1CC[C@H](CC1)N